(R)-4-((2-(1H-pyrazol-4-yl)ethyl)amino)-5-chloro-N-(1-(6-fluoropyridin-2-yl)ethyl)-6-methylpyrimidine-2-carboxamide N1N=CC(=C1)CCNC1=NC(=NC(=C1Cl)C)C(=O)N[C@H](C)C1=NC(=CC=C1)F